N[C@@H]1C2=CC=CC=C2CC12CCN(CC2)C=2C=C(C#N)C=C(N2)C (S)-2-(1-amino-1,3-dihydrospiro[indene-2,4'-piperidin]-1'-yl)-6-methylisonicotinonitrile